ClC1=CC(=C(COC2=CC=CC(=N2)N2C=NN(CC2)C=O)C=C1)F 4-(6-((4-chloro-2-fluorobenzyl)oxy)pyridin-2-yl)-5,6-dihydro-1,2,4-triazine-1(4H)-carbaldehyde